2-{3-[(2-fluoro-4-methane-sulfonylphenyl)-amino]prop-1-yn-1-yl}-N-[1-(2-methane-sulfonylethyl)-piperidin-4-yl]-1-(2,2,2-trifluoroethyl)-1H-indol-4-amine FC1=C(C=CC(=C1)S(=O)(=O)C)NCC#CC=1N(C=2C=CC=C(C2C1)NC1CCN(CC1)CCS(=O)(=O)C)CC(F)(F)F